Ethyl 2-pyridylacetate N1=C(C=CC=C1)CC(=O)OCC